6-methylpyridin-3-yl (3'R)-5',5'-difluoro-2-oxo[1,3'-bipiperidine]-1'-carboxylate, trifluoroacetate salt FC(C(=O)O)(F)F.FC1(C[C@H](CN(C1)C(=O)OC=1C=NC(=CC1)C)N1C(CCCC1)=O)F